[Cu].C(C)(=O)CC(C)=O Acetylacetone copper